3,8-dibromo-5,6-dibutoxy-[1,10]phenanthroline BrC=1C=NC2=C3N=CC(=CC3=C(C(=C2C1)OCCCC)OCCCC)Br